S1C=NC2=C1C=CC(=C2)NC2=CC=NC1=CC(=CC=C21)C2=C(C=C(C=C2)C(=O)N2CC1CNCC1C2)F (4-(4-(benzo[d]thiazol-5-ylamino)quinolin-7-yl)-3-fluorophenyl)(hexahydropyrrolo[3,4-c]pyrrol-2(1H)-yl)methanone